tert-butyl (6R,7S)-7-[(1-benzyl-3,6-dihydro-2H-pyridin-4-yl)oxy]-6-methyl-2-azaspiro[3.5]nonane-2-carboxylate C(C1=CC=CC=C1)N1CCC(=CC1)O[C@@H]1[C@@H](CC2(CN(C2)C(=O)OC(C)(C)C)CC1)C